tert-butyl 4-(4-methoxy-3-oxo-butanethioyl)piperazine-1-carboxylate COCC(CC(=S)N1CCN(CC1)C(=O)OC(C)(C)C)=O